1-(5-{[(5-chlorothiophen-2-yl)methyl]amino}-3-[4-(2,2,2-trifluoroethyl)piperazin-2-yl]-1H-pyrazol-1-yl)-2,2-dimethylpropan-1-one ClC1=CC=C(S1)CNC1=CC(=NN1C(C(C)(C)C)=O)C1NCCN(C1)CC(F)(F)F